C(C)(C)(C)OC(=O)C1=C(C2=C(N1)C1=C(CCC2)C=CC=C1)C 3-methyl-1,4,5,6-tetrahydrobenzo[6,7]cyclohepta[1,2-b]pyrrole-2-carboxylic acid tert-butyl ester